ethyl 4-((3-(2-cyanoethoxy) cyclopentyl) amino)-1H-pyrrolo[2,3-b]pyridine-5-carboxylate C(#N)CCOC1CC(CC1)NC1=C2C(=NC=C1C(=O)OCC)NC=C2